(+-)-1,2,6-trimethyl-indane CC1C(CC2=CC=C(C=C12)C)C